2,2,2-trifluoro-1-[4-methylsulfonylphenyl]-ethanone oxime FC(C(=NO)C1=CC=C(C=C1)S(=O)(=O)C)(F)F